methyl 2-methylbenzo[d]thiazole-5-carboxylate CC=1SC2=C(N1)C=C(C=C2)C(=O)OC